ClC=1C=C(C=C(C1OC1=CC=C2CCNC(C2=C1)=O)Cl)N1N=C(C(NC1=O)=O)C#N (3,5-dichloro-4-((1-oxo-1,2,3,4-tetrahydroisoquinolin-7-yl)oxy)phenyl)-3,5-dioxo-2,3,4,5-tetrahydro-1,2,4-triazine-6-carbonitrile